ethylidenenorbornene C/C=C/1\CC2CC1C=C2